7-(3,4-dimethoxyphenyl)-N-morpholinopyrazolo[1,5-a]pyrimidine-2-carboxamide COC=1C=C(C=CC1OC)C1=CC=NC=2N1N=C(C2)C(=O)NN2CCOCC2